C(N)(=O)C=1C(=NC(=C(C1C1=CC=C(C(=O)O)C=C1)C=1OC(=NN1)C)CC)CC(C)C 4-(3-carbamoyl-6-ethyl-2-isobutyl-5-(5-methyl-1,3,4-oxadiazol-2-yl)pyridin-4-yl)benzoic acid